P(=S)(SC(C1=CC=CC=C1)C(=O)OCC)(OC)OC S-[alpha-(ethoxycarbonyl) benzyl] dimethyl dithiophosphate